[2-(4-fluorophenyl)butyrylamino]-4-methyl-5-(piperazine-1-carbonyl)thiophene-3-carboxylic acid methyl ester COC(=O)C1=C(SC(=C1C)C(=O)N1CCNCC1)NC(C(CC)C1=CC=C(C=C1)F)=O